FC1(C=2N(CC(CC1)=O)N=C1C2CN([C@@H](C1)C)C(=O)OC(C)(C)C)F (R)-tert-butyl 11,11-difluoro-3-methyl-8-oxo-3,4,8,9,10,11-hexahydro-1H-pyrido[4',3':3,4]pyrazolo[1,5-a]azepine-2(7H)-carboxylate